C(C)OC(/C=C\1/NCCN(C1)CC1=CC=CC=C1)=O (2E)-2-(4-Benzylpiperazin-2-ylidene)acetic acid ethyl ester